C(N)(=N)C=1C=C(OCCCCCOC2=CC(=NC=C2)C(N)=N)C=CC1 4-(5-(3-carbamimidoylphenoxy)-pentyloxy)picolin-imidamide